C(#N)CC=1C=C(CNCCCCOCCOC2=NC3=C(C4=CN=CC=C24)C=CC=C3)C=C(C1)OC(F)(F)F 5-(2-(4-((3-(cyanomethyl)-5-(trifluoro-methoxy)benzyl)amino)butoxy)ethoxy)benzo[c][2,6]naphthyridine